FC1=CC=C2C(=C(N(C2=C1)[C@H](C)C1CCC(CC1)O)C)C(=O)OC methyl (R)-6-fluoro-1-(1-(4-hydroxycyclohexyl)ethyl)-2-methyl-1H-indole-3-carboxylate